NC1=NC=CC=C1C1=NC=2C(=NC(=CC2)C2=CC=CC=C2)N1C1=CC=C(CN2CCN(CC2)C2=CC(=C(C=O)C=C2Br)O)C=C1 4-(4-(4-(2-(2-aminopyridin-3-yl)-5-phenyl-3H-imidazo[4,5-b]pyridin-3-yl)benzyl)piperazin-1-yl)-5-bromo-2-hydroxybenzaldehyde